4-(6-chloro-4-{3,8-diazabicyclo[3.2.1]octan-3-yl}-8-fluoro-2-({1-methyl-octahydro-1H-cyclopenta[b]pyridin-4a-yl}methoxy)quinazolin-7-yl)naphthalen-2-ol ClC=1C=C2C(=NC(=NC2=C(C1C1=CC(=CC2=CC=CC=C12)O)F)OCC12C(N(CCC1)C)CCC2)N2CC1CCC(C2)N1